NCC1=CC=CC(=N1)N1CC(C1)N(C(OC(C)(C)C)=O)C tert-butyl N-[1-[6-(aminomethyl) pyridin-2-yl] azetidin-3-yl]-N-methylcarbamate